2-(6-amino-5-cyanopyridin-3-yl)-N-[(3S)-2,3-dihydro-1-benzofuran-3-yl]-6,7-dihydrospiro[pyrazolo[5,1-c][1,4]oxazine-4,3'-pyrrolidine]-1'-carboxamide NC1=C(C=C(C=N1)C1=NN2C(=C1)C1(CN(CC1)C(=O)N[C@@H]1COC3=C1C=CC=C3)OCC2)C#N